4-methoxy-1-(1-methoxyethyl)-2-nitrobenzene COC1=CC(=C(C=C1)C(C)OC)[N+](=O)[O-]